(Z)-4-hydroxy-16-phenyl-7,8,9,16-tetrahydro-6,17-methanobenzo[k]pyrido[1,2-b][1,2,5]triazacyclotridecine-3,5-dione OC=1C(C=CN2N3C(C4=C(\C=C/CCCN(C(C21)=O)C3)C=CC=C4)C4=CC=CC=C4)=O